C(C)OC(=O)C1(CC1)C1=CC=C(C=C1)B1OC(C(O1)(C)C)(C)C 1-(4-(4,4,5,5-tetramethyl-1,3,2-dioxaborolan-2-yl)phenyl)-cyclopropanecarboxylic acid ethyl ester